6-amino-5-(3-hydroxy-2,6-dimethyl-phenyl)-2-thiazol-2-yl-pyrrolo[2,3-b]pyrazine-7-carboxamide NC1=C(C=2C(=NC=C(N2)C=2SC=CN2)N1C1=C(C(=CC=C1C)O)C)C(=O)N